C(C)(=O)C1=CC=C2C(=N1)N(C(=C2)C(=O)OC)CC2CC2 methyl 6-acetyl-1-(cyclopropylmethyl)-1H-pyrrolo[2,3-b]pyridine-2-carboxylate